(2-[3-(diethoxymethylsilyl)propoxy]-5-hydroxyphenyl)tricyclohexylphosphonium bromide [Br-].C(C)OC(OCC)[SiH2]CCCOC1=C(C=C(C=C1)O)[P+](C1CCCCC1)(C1CCCCC1)C1CCCCC1